2-isobutyl-2-oxazoline C(C(C)C)C=1OCCN1